CN1N=CN=N1 2-methyl-2H-1,2,3,4-tetrazole